(5R)-5-[4-[(R)-amino(4,5-dichloro-2-hydroxyphenyl)methyl]piperidine-1-carbonyl]-1-methylpyrrolidin-2-one N[C@H](C1CCN(CC1)C(=O)[C@H]1CCC(N1C)=O)C1=C(C=C(C(=C1)Cl)Cl)O